[C@@]12(CNC[C@@H]2CC1)C(=O)OC |r| rac-methyl (1R,5R)-3-azabicyclo[3.2.0]heptane-1-carboxylate